2-ethylamino-acetic acid amide C(C)NCC(=O)N